3-((2-(5-fluoro-1-methyl-1H-pyrazol-4-yl)pyrimidin-4-yl)amino)-5-isopropylisoquinoline FC1=C(C=NN1C)C1=NC=CC(=N1)NC=1N=CC2=CC=CC(=C2C1)C(C)C